C(#N)N=S(=O)(NC(NC1=C2CCCC2=CC=2CCCC12)=O)C=1OC=C(C1)C(=C)C N'-cyano-N-((1,2,3,5,6,7-hexahydro-s-indacen-4-yl)carbamoyl)-4-(prop-1-en-2-yl)furan-2-sulfonimidamide